CN(C/C=C/C(=O)N(C)[C@H](C(=O)NCCC=1C=C(C=CC1)NC=1C(=NC(=C(N1)CC)C)C(=O)N)C)C (S,E)-3-((3-(2-(2-(4-(dimethylamino)-N-methylbut-2-enamido)propanamido)ethyl)phenyl)amino)-5-ethyl-6-methylpyrazine-2-carboxamide